CC1=C(C=NC=C1)C=1C=C2C=CN=NC2=CC1 6-(4-Methylpyridin-3-yl)cinnolin